4-[(1R)-1-(5-Fluoro-2-pyridyl)ethoxy]-6-[5-methyl-1-(4-piperidyl)triazol-4-yl]pyrazolo[1,5-a]pyridine-3-carbonitrile HCl Cl.FC=1C=CC(=NC1)[C@@H](C)OC=1C=2N(C=C(C1)C=1N=NN(C1C)C1CCNCC1)N=CC2C#N